C1(CC1)N1CCN(CC1)C1CCN(CC1)C1=C(C=C(C(=C1)OC)NC1=NC=NC(=C1)N1OCC[C@@H]1C1=CC(=CC=C1)OC1=CC(=CC=C1)C(F)(F)F)NC(C=C)=O (R)-N-(2-(4-(4-cyclopropylpiperazin-1-yl)piperidin-1-yl)-4-methoxy-5-((6-(3-(3-(3-(trifluoromethyl)phenoxy)phenyl)isooxazolidin-2-yl)pyrimidin-4-yl)amino)phenyl)acrylamide